N1=NC=CC2=CC(=CC=C12)C1=CNC=2N=C(N=C(C21)OC)NC2CCC(CC2)(O)C 4-((5-(cinnolin-6-yl)-4-methoxy-7H-pyrrolo[2,3-d]pyrimidin-2-yl)amino)-1-methylcyclohexan-1-ol